Ethyl (2-amino-4-((4-fluorobenzyl)amino)phenyl)carbamate NC1=C(C=CC(=C1)NCC1=CC=C(C=C1)F)NC(OCC)=O